1-(4-Chloro-3-hydroxy-phenyl)-3-[3-(4-chloro-2-methyl-2H-pyrazol-3-yl)-4-(3-dimethylamino-propoxy)-phenyl]-urea ClC1=C(C=C(C=C1)NC(=O)NC1=CC(=C(C=C1)OCCCN(C)C)C=1N(N=CC1Cl)C)O